6-((3,5-difluoro-4-((1-propyl-1H-pyrazol-4-yl)oxy)benzyl)oxy)-10,10a-dihydro-1H-oxazolo[3',4':3,4]imidazo[1,2-c]pyrimidin-8(3H)-one FC=1C=C(COC=2C=C3N(C(N2)=O)CC2N3COC2)C=C(C1OC=1C=NN(C1)CCC)F